(3R)-3-Amino-5-[(4-chlorophenyl)methyl]-7-[5-(2,2-difluorocyclohexyl)-1,3,4-oxadiazol-2-yl]-8-fluoro-1,1-dioxo-2,3-dihydro-1λ6,5-benzothiazepin-4-one N[C@H]1CS(C2=C(N(C1=O)CC1=CC=C(C=C1)Cl)C=C(C(=C2)F)C=2OC(=NN2)C2C(CCCC2)(F)F)(=O)=O